4-hydroxy-1-methyl-6-(1-methylcyclopropyl)pyrido[3,4-d]pyridazin-7(6H)-one OC1=NN=C(C=2C1=CN(C(C2)=O)C2(CC2)C)C